C1(CC1)C1=C(C(=NO1)COC1=C(C=CC=C1C)C)COC1C[C@H]2CC[C@@H](C1)N2C(=O)OC(C)(C)C Tert-butyl (1R,3R,5S)-3-((5-cyclopropyl-3-((2,6-dimethylphenoxy) methyl) isoxazol-4-yl) methoxy)-8-azabicyclo[3.2.1]octane-8-carboxylate